6-(3,3-Difluorocyclobutyl)-5-fluoropyridine-3-carbonyl azide FC1(CC(C1)C1=C(C=C(C=N1)C(=O)N=[N+]=[N-])F)F